2-[(2S)-2-methoxy-2,3-dihydro-1H-inden-5-yl]-4,4,5,5-tetramethyl-1,3,2-dioxaborolane CO[C@H]1CC2=CC=C(C=C2C1)B1OC(C(O1)(C)C)(C)C